3-amino-3-(2-fluoro-5-nitrophenyl)-2-methylpropionic acid NC(C(C(=O)O)C)C1=C(C=CC(=C1)[N+](=O)[O-])F